1-((3S)-4-(6-Chloro-7-(2-fluoro-6-hydroxyphenyl)pyrido[2,3-d]pyrimidin-4-yl)-3-methylpiperazin-1-yl)prop-2-en-1-one ClC1=CC2=C(N=CN=C2N2[C@H](CN(CC2)C(C=C)=O)C)N=C1C1=C(C=CC=C1O)F